C(C)(C)(C)C1=CC=C(C(=N1)OC1=C(C=C(C=C1C)C)C)C(=O)NS(=O)(=O)C1=CC=NN1 6-tert-Butyl-N-(1H-pyrazol-5-ylsulfonyl)-2-(2,4,6-trimethylphenoxy)pyridin-3-carboxamid